OC1=C(C(=O)OC)C=C(C(=C1)C(=O)OC)O Dimethyl 2,5-dihydroxyterephthalate